C(C)OC=1C=C(C=CC1OC)[C@@H](CS(=O)(=O)C)N1C(C2=CC=CC(=C2C1=O)NC(C)=O)=O N-[2-[(1S)-1-(3-Ethoxy-4-methoxyphenyl)-2-(methylsulfonyl)ethyl]-1,3-dioxo-2,3-dihydro-1H-isoindol-4-yl]acetamid